(4-bromo-6-chloro-1-(tetrahydro-2H-pyran-2-yl)-1H-indazol-5-yl)(cyclopropyl)methanol BrC1=C2C=NN(C2=CC(=C1C(O)C1CC1)Cl)C1OCCCC1